FC(S(=O)(=O)OC1=CC(=CC2=CC=C(C(=C12)Cl)F)OCOC)(F)F 8-Chloro-7-fluoro-3-(methoxymethoxy)naphthalen-1-yl trifluoromethanesulfonate